(3,4-difluoro-2-methoxy-phenyl)-4,5,5-trimethyl-tetrahydrofuran-2-carboxylic acid FC=1C(=C(C=CC1F)C1(OC(C(C1)C)(C)C)C(=O)O)OC